C(C)N1CCN(CC1)C1=CC=CC=2NC=NC21 4-(4-ethylpiperazin-1-yl)-1H-benzo-[d]Imidazole